C(C)C1=NOC(=C1)CO (3-ethyl-1,2-oxazol-5-yl)methanol